OC1(CCC(CC1)NC(O[C@@H]1C[C@@H](CC1)C1=CC(=NN1)NC(CC1=CC(=NC=C1)OC)=O)=O)C (1S,3R)-3-(3-{[(2-meth-oxypyridin-4-yl)acetyl]-amino}-1H-pyrazol-5-yl)cyclopentyl (trans-4-hydroxy-4-methylcyclohexyl)carbamate